FC1=C(CC=2NC(=NN2)C(=O)NC2=NC=CC(=C2)C2=C(C=CC(=C2)OCCCCCO)C(F)(F)F)C=CC=C1 5-(2-fluorobenzyl)-N-(4-(5-((5-hydroxypentyl)oxy)-2-(trifluoromethyl)phenyl)pyridin-2-yl)-4H-1,2,4-triazole-3-carboxamide